1-benzyl-3-(6-bromoimidazo[1,2-a]pyridin-2-yl)urea C(C1=CC=CC=C1)NC(=O)NC=1N=C2N(C=C(C=C2)Br)C1